CC1=C(C=CC(=C1C)OC1=CC2=C(N(N=N2)C)C=C1)NC=1C2=C(N=CN1)C=NC(=N2)S(=O)(=O)C N-(2,3-dimethyl-4-((1-methyl-1H-benzo[d][1,2,3]triazol-5-yl)oxy)phenyl)-6-(methylsulfonyl)pyrimido[5,4-d]pyrimidin-4-amine